FC1=CC=C2C(N(N=C(C2=C1)C(=O)O)C)=O 7-fluoro-3-methyl-4-oxo-phthalazine-1-carboxylic acid